CC(CC(=O)O)CCC=C(C)C 3,7-Dimethyl-6-octenoic acid